(S)-tert-butyl (1-oxo-1-(((4'-(trifluoromethyl)-[1,1'-biphenyl]-4-yl)methyl)amino)hexan-2-yl)carbamate O=C([C@H](CCCC)NC(OC(C)(C)C)=O)NCC1=CC=C(C=C1)C1=CC=C(C=C1)C(F)(F)F